4-tert-butyl-1,2-phenylene bis(2,4,6-trimethylbenzoate) CC1=C(C(=O)OC2=C(C=C(C=C2)C(C)(C)C)OC(C2=C(C=C(C=C2C)C)C)=O)C(=CC(=C1)C)C